5-(4-(Difluoromethoxy)phenyl)-7-ethoxy-3,5-dihydro-1H-imidazo[4,5-c][1,8]naphthyridine FC(OC1=CC=C(C=C1)N1CC2=C(C=3C=CC(=NC13)OCC)NCN2)F